4-((5-(1,6-dimethyl-1H-pyrazolo[3,4-b]pyridin-4-yl)-3-methyl-4,5,6,7-tetrahydro-1H-pyrazolo[4,3-c]pyridin-1-yl)methyl)-N,N-bis(2-ethoxyethyl)bicyclo[2.2.2]octan-1-amine CN1N=CC=2C1=NC(=CC2N2CC1=C(CC2)N(N=C1C)CC12CCC(CC1)(CC2)N(CCOCC)CCOCC)C